N1=C(C=CC=C1)CC(C)=O 1-(pyridin-2-yl)propan-2-one